COC=1C=C2CCN[C@@H](C2=CC1OC)C(=O)O (S)-6,7-dimethoxy-1,2,3,4-tetrahydroisoquinoline-1-formic acid